N1C[C@@]2(C=3C1=NC=CC3)CC=3C(=NC=C(C3)C(=O)O)C2 (S)-1',2',5,7-tetrahydrospiro[cyclopenta[b]pyridine-6,3'-pyrrolo[2,3-b]pyridine]-3-carboxylic acid